ClC1=CC(=C(C=C1)C1N(CCCC1)C1=C(C=CC=C1)CSC1=CC=C(C=C1)C)F (4-chloro-2-fluorophenyl)-1-(2-((p-tolylthio)methyl)phenyl)piperidine